(+-)-4-(3-(2-((2R)-2-hydroxy-7-azabicyclo[2.2.1]heptan-7-yl)acetyl)-2-methyl-5-(2-(trimethylsilyl)ethyl)-1H-pyrrol-1-yl)benzonitrile O[C@H]1C2CCC(C1)N2CC(=O)C2=C(N(C(=C2)CC[Si](C)(C)C)C2=CC=C(C#N)C=C2)C